N[C@H]1CN(C[C@@H](C1)F)C(=O)C1=CC2=C(N(C(=N2)C=2N(C3=CC=CC=C3C2)CC2CC2)CC2CCC(N2)=O)C(=C1)OC 5-({5-[(3R,5R)-3-amino-5-fluoropiperidine-1-carbonyl]-2-[1-(cyclopropylmethyl)-1H-indol-2-yl]-7-methoxy-1H-1,3-benzodiazol-1-yl}methyl)pyrrolidin-2-one